methyl 4-((1S,3R)-3-(2-(1,8-naphthyridin-2-yl)ethyl)cyclobutoxy)-2-((tert-butoxycarbonyl)amino)-3-methylbut-2-enoate N1=C(C=CC2=CC=CN=C12)CCC1CC(C1)OCC(=C(C(=O)OC)NC(=O)OC(C)(C)C)C